5-chloro-N-(5-chloro-1-(oxetan-3-yl)-1H-pyrazol-4-yl)-7-ethyl-7H-pyrrolo[2,3-d]pyrimidin-2-amine ClC1=CN(C=2N=C(N=CC21)NC=2C=NN(C2Cl)C2COC2)CC